OC1=C(C(=O)O)C=CC(=C1)OC1OCCCC1 2-hydroxy-4-(tetrahydropyran-2-yloxy)benzoic acid